FC1=C(C=CC=C1OC)C1=CC=CC(=N1)OC=1C=C(C=CC1)CNS(=O)(=O)C N-[(3-{[6-(2-fluoro-3-methoxyphenyl)pyridin-2-yl]oxy}phenyl)methyl]methane-sulfonamide